(S)-8-(2-amino-6-((R)-1-(3',4'-dichloro-[1,1'-biphenyl]-4-yl)-2,2,2-trifluoroethoxy)pyrimidin-4-yl)-2,8-diazaspiro[4.5]decane-3-carboxylic acid NC1=NC(=CC(=N1)N1CCC2(C[C@H](NC2)C(=O)O)CC1)O[C@@H](C(F)(F)F)C1=CC=C(C=C1)C1=CC(=C(C=C1)Cl)Cl